FC(O[C@@H]1CC[C@H](CC1)N)F trans-4-(difluoromethoxy)cyclohexylamine